C(C)(=O)N[C@@]1([C@@H](O[C@@H]([C@H]([C@@H]1O)O)CO)N)O 2-acetamido-β-d-glucopyranosylamine